(1-methylpiperidin-4-yl)-2-morpholinopyrimidin-4-amine CN1CCC(CC1)C=1C(=NC(=NC1)N1CCOCC1)N